C=C1OCC2(CO1)COC(OC2)=C 3,9-dimethylene-2,4,8,10-tetraoxaspiro[5.5]undecane